(6α,11β)-11,17-dihydroxyl-6-methyl-21-{[4-O-(β-D-galactopyranosyl)-D-fructofuranosyl]oxy}pregna-1,4-diene-3,20-dione O[C@@H]1[C@@H]2[C@]3(C=CC(C=C3[C@H](C[C@H]2[C@@H]2CC[C@](C(COC3(CO)[C@@H](O)[C@H](O[C@H]4[C@H](O)[C@@H](O)[C@@H](O)[C@H](O4)CO)[C@H](O3)CO)=O)([C@]2(C1)C)O)C)=O)C